(trifluoromethyl)-5,6,7,8-tetrahydroimidazo[1,5-a]pyrazine-1-carboxylate FC(F)(F)OC(=O)C=1N=CN2C1CNCC2